ClC=1C=CC(=C2CN(C(C12)=O)C(=O)OC(C)(C)C)C1=CN=C2N1C=CC(=C2)F tert-butyl 7-chloro-4-(7-fluoroimidazo[1,2-a]pyridin-3-yl)-1-oxoisoindoline-2-carboxylate